CC1=CC=CC(=N1)C1=NNC=C1C=1C=C2C=C(C=NC2=CC1)C1=NN2C(CNCC2)=N1 6-[3-(6-methyl-2-pyridyl)-1H-pyrazol-4-yl]-3-(5,6,7,8-tetrahydro-[1,2,4]triazolo[1,5-a]pyrazin-2-yl)quinoline